2-Bromo-5-methylthiazole BrC=1SC(=CN1)C